O=C1N(CC2=CC(=CC=C12)O[C@H]1CN(CC1)CC1=C2C=CC=NC2=CC=C1)C1C(NC(CC1)=O)=O 3-(1-oxo-5-(((R)-1-(quinolin-5-ylmethyl)pyrrolidin-3-yl)oxy)isoindolin-2-yl)piperidine-2,6-dione